ClC1=NC(=CC(=C1)C1=C(C=NN1C)C=1N(C(=NN1)S)C)Cl 5-(5-(2,6-dichloropyridin-4-yl)-1-methyl-1H-pyrazol-4-yl)-4-methyl-4H-1,2,4-triazole-3-thiol